2-amino-6-(4-fluorophenyl)-5-(4-methylquinazolin-6-yl)nicotinonitrile NC1=C(C#N)C=C(C(=N1)C1=CC=C(C=C1)F)C=1C=C2C(=NC=NC2=CC1)C